2'-chloro-4'-(2-(oxetan-3-yl)ethoxy)-4,5,5',6'-tetrahydro-2H-spiro[furan-3,8'-pyrano[3,4-b]pyridine] ClC1=CC(=C2C(=N1)C1(OCC2)COCC1)OCCC1COC1